dihydroxyphenylpropanone OC(C(C)=O)(C1=CC=CC=C1)O